CN([C@H](CNC(=O)[C@H]1[C@](C1)(C1=CC=CC=C1)C)CC1=CC(=C(C=C1)O)C)C (1R,2S)-N-((S)-2-(dimethylamino)-3-(4-hydroxy-3-methylphenyl)propyl)-2-methyl-2-phenylcyclopropane-1-carboxamide